FC1=CC2=C(CCO2)C=C1NC1=NC=C2N(C(N(C2=N1)C1CCOCC1)=O)C 2-((6-fluoro-2,3-dihydrobenzofuran-5-yl)amino)-7-methyl-9-(tetrahydro-2H-pyran-4-yl)-7,9-dihydro-8H-purin-8-one